4-{[1-(3,4-Dichloro-benzenesulfonyl)-2,3-dihydro-1H-indole-6-carbonyl]-amino}-2-fluoro-benzoic acid ClC=1C=C(C=CC1Cl)S(=O)(=O)N1CCC2=CC=C(C=C12)C(=O)NC1=CC(=C(C(=O)O)C=C1)F